COC=1C=C(CC2=NC3=CC(=C(C=C3C(=N2)N)N)C=2C=NN(C2)C)C=CC1OC (3,4-dimethoxybenzyl)-7-(1-methyl-1H-pyrazol-4-yl)quinazoline-4,6-diamine